NCC1=NNC(C=2C(=CC(=CC12)C=1C=NN(C1C1=C(C(=CC(=C1F)C#CC)OC1CC1)C#N)C)C#N)=C=O (P)-1-(aminomethyl)-7-(5-(2-cyano-3-cyclopropyloxy-6-fluoro-5-(prop-1-yn-1-yl)phenyl)-1-methyl-1H-pyrazol-4-yl)-4-carbonyl-3,4-dihydro-phthalazine-5-carbonitrile